(1-(2-(4-bromophenoxy)ethyl)piperidin-4-yl)methanol BrC1=CC=C(OCCN2CCC(CC2)CO)C=C1